4-benzyloxy-2-[2-(difluoromethoxy)-1,1-dimethyl-ethyl]-1-(4-fluorophenyl)indole C(C1=CC=CC=C1)OC1=C2C=C(N(C2=CC=C1)C1=CC=C(C=C1)F)C(COC(F)F)(C)C